C(CCCCCCCCCCCCCCCCC)OC(CCSCCC(=O)OCCCCCCCCCCCCCCCCCC)=O di(stearyl)-3,3'-thiodipropionate